(2S,3aS,6aS)-octahydrocyclopentapyrrole-2-carboxylic acid N1[C@@H](C[C@H]2[C@@H]1CCC2)C(=O)O